CNCCNC(=O)CNC(=O)C1=CC=CC(=N1)C1=CC=C2C=CC=C(C2=C1)NC(C=C)=O N-(7-{6-[({[2-(methylamino)ethyl]carbamoyl}methyl)carbamoyl]pyridin-2-yl}naphthalen-1-yl)prop-2-enamide